gamma-aminobutyric acid anion NCCCC(=O)[O-]